5-(4-fluorophenyl)-6-isopropyl-1-tetrahydropyran-2-yl-pyrano[4,3-f]indazol-8-one FC1=CC=C(C=C1)C1=C(OC(C2=C1C=C1C=NN(C1=C2)C2OCCCC2)=O)C(C)C